COC(=O)C=1C=CC=C2C=NNC12 Indazole-7-carboxylic acid methyl ester